FC(C1CC(NCC1)C=1C=CC2=C(N=CS2)C1)F 5-(4-difluoromethylpiperidin-2-yl)benzo[d]thiazole